ClC=1C2=C(N=CN1)N(C=C2C2CCCC2)C=2C=C(C=NC2)COC2=CC=C1C=CC(=NC1=C2)N(C)CC2=C(C=C(C=C2)OC)OC 7-[(5-{4-chloro-5-cyclopentyl-7H-pyrrolo[2,3-d]pyrimidin-7-yl}pyridin-3-yl)methoxy]-N-[(2,4-dimethoxyphenyl)methyl]-N-methylquinolin-2-amine